(4S)-4-(2,3-dichloro-6-hydroxyphenyl)-1-(3-hydroxypropyl)imidazolidin-2-one ClC1=C(C(=CC=C1Cl)O)[C@@H]1NC(N(C1)CCCO)=O